3-(((R)-7-((2S,4R)-2-(3,4-Difluorophenyl)-4-(methylamino)piperidine-1-carbonyl)-7-azaspiro[4.5]decan-10-yl)methyl)-6-phenylpyrimidin-4(3H)-one FC=1C=C(C=CC1F)[C@H]1N(CC[C@H](C1)NC)C(=O)N1CC2(CCCC2)[C@@H](CC1)CN1C=NC(=CC1=O)C1=CC=CC=C1